CN(C1=CC=C(N=N1)C1=C(C=C2C=CC=NC2=C1)O)C1CC(NC(C1)(C)C)(C)C 7-(6-(methyl(2,2,6,6-tetramethylpiperidin-4-yl)amino)pyridazin-3-yl)quinolin-6-ol